ClC=1C=C(C=CC1OCC1=CC(=CC=C1)F)NC1=NC=NC2=CC(=C(C=C12)OCCCCl)OCCCCl 4-[3-chloro-4-(3-fluorobenzyloxy)phenylamino]-6,7-bis(3-chloropropyloxy)quinazoline